O=C1CCC(CC1)C1=CC=C(OCCCCCCO)C=C1 6-(4-(4-oxocyclohexyl)phenoxy)hexanol